2-(4-((3-(1-(5-chloropyrimidin-2-yl)piperidin-4-yl)cyclobutyl)methoxy)-2-fluorophenyl)-1-(4-((2S,3R,4R,5R)-2,3,4,5,6-pentahydroxyhexyl)piperazin-1-yl)ethan-1-one ClC=1C=NC(=NC1)N1CCC(CC1)C1CC(C1)COC1=CC(=C(C=C1)CC(=O)N1CCN(CC1)C[C@@H]([C@H]([C@@H]([C@@H](CO)O)O)O)O)F